5,6-bis(4-ethylphenyl)-1H-benzimidazole-carboxylic acid methyl ester COC(=O)C1=NC2=C(N1)C=C(C(=C2)C2=CC=C(C=C2)CC)C2=CC=C(C=C2)CC